NC(C(=O)O)C1COCC1 AMINO-(TETRAHYDRO-FURAN-3-YL)-ACETIC ACID